COC1=C(CC(N)C)C=C(C(=C1)S(=O)C)OC 2,5-Dimethoxy-4-(methylthionyl)amphetamine